ethyl-4-(2,6-diazaspiro[3.4]octane-6-yl)cyclohexane-1-carboxylic acid ethyl ester hydrochloride Cl.C(C)OC(=O)C1(CCC(CC1)N1CC2(CNC2)CC1)CC